CC1=C2C=CNC2=CC(=C1)N1C(NC(CC1)=O)=O 1-(4-Methyl-1H-indol-6-yl)dihydropyrimidine-2,4(1H,3H)-dione